CN(C=1C=CC=2C(C3=CC=C(C=C3P(C2C1)(OCC)=O)N(C)C)=O)C 3,7-bis(dimethylamino)-5-ethoxy-10H-acridophosphin-10-one 5-oxide